FC(CN1C(C2(C3=CC=C(C=C13)[C@@H]1[C@H](C1)C=1C=3N(N=C(C1)C=1C(NC(NC1)=O)=O)C=CN3)CC2)=O)(C)F 5-(8-((1S,2S)-2-(1'-(2,2-difluoropropyl)-2'-oxospiro[cyclopropane-1,3'-indolin]-6'-yl)cyclopropyl)imidazo[1,2-b]pyridazin-6-yl)pyrimidine-2,4(1H,3H)-dione